COC(=O)[C@@H]1[C@H]2C([C@H]2CN1C(CC1=CC(=NN1C1OCCCC1)C(F)(F)F)=O)(C)C (1r,2s,5s)-6,6-dimethyl-3-(2-(1-(tetrahydro-2H-pyran-2-yl)-3-(trifluoromethyl)-1H-pyrazol-5-yl)acetyl)-3-azabicyclo[3.1.0]hexane-2-carboxylic acid methyl ester